FC=1C=C(C=CC1F)N1C(N(CC[C@H]1C1=NC2=C(N1[C@@H]1CC[C@H](CC1)OC([2H])([2H])[2H])C=CC(=C2)C=2C(=NOC2C)C)C)=O (S)-3-(3,4-difluorophenyl)-4-(5-(3,5-dimethylisoxazol-4-yl)-1-((trans)-4-(methoxy-d3)cyclohexyl)-1H-benzo[d]imidazol-2-yl)-1-methyltetrahydropyrimidine-2(1H)-one